(1S,4s)-4-(8-(2,6-dichloro-4-cyanophenylamino)-2-((1R,3R)-3-hydroxycyclopentylamino)-9H-purin-9-yl)-1-methylcyclohexanecarboxamide ClC1=C(C(=CC(=C1)C#N)Cl)NC=1N(C2=NC(=NC=C2N1)N[C@H]1C[C@@H](CC1)O)C1CCC(CC1)(C(=O)N)C